COC(=O)C1=CC(=C(C=C1)B(O)O)[N+](=O)[O-] [4-(methoxycarbonyl)-2-nitrophenyl]boronic acid